methyl 6-((16-(13-(6-(methoxycarbonyl)pyridin-2-yl)-2,2-dimethyl-4-oxo-3,8,11-trioxa-5-azatridecan-13-yl)-1,4,10,13-tetraoxa-7,16-diazacyclooctadecan-7-yl)methyl)picolinate COC(=O)C1=CC=CC(=N1)C(COCCOCCNC(OC(C)(C)C)=O)N1CCOCCOCCN(CCOCCOCC1)CC1=CC=CC(=N1)C(=O)OC